(R)-7-(6-(1-(2,2-difluoro-1-(4-fluorophenyl)propyl)-1H-pyrazol-4-yl)-5-methylpyridin-2-yl)-2-(2,5-dimethyl-1H-pyrrol-1-yl)-[1,2,4]triazolo[1,5-a]pyridine FC([C@@H](C1=CC=C(C=C1)F)N1N=CC(=C1)C1=C(C=CC(=N1)C1=CC=2N(C=C1)N=C(N2)N2C(=CC=C2C)C)C)(C)F